Pentadien-2-ol C=C(C=CC)O